2-(5-(2-(dimethylamino)ethyl)-4-methyl-2-oxopyridin-1(2H)-yl)-5-methylhexanoic acid Ethyl-2-(5-(2-(dimethylamino)ethyl)-4-methyl-2-oxopyridin-1(2H)-yl)-5-methylhexanoate C(C)OC(C(CCC(C)C)N1C(C=C(C(=C1)CCN(C)C)C)=O)=O.CN(CCC=1C(=CC(N(C1)C(C(=O)O)CCC(C)C)=O)C)C